1,3,5-tris(N-(1,2,2,6,6-pentamethyl-4-piperidyl)-1,2,2,6,6-pentamethyl-4-piperidinylamino)-s-triazine-2,4,6(1H,3H,5H)-trione CN1C(CC(CC1(C)C)N(N1C(N(C(N(C1=O)N(C1CC(N(C(C1)(C)C)C)(C)C)C1CC(N(C(C1)(C)C)C)(C)C)=O)N(C1CC(N(C(C1)(C)C)C)(C)C)C1CC(N(C(C1)(C)C)C)(C)C)=O)C1CC(N(C(C1)(C)C)C)(C)C)(C)C